C(C1=CC=CC=C1)(=O)NNC(=O)C1=CC=C(C=C1)[C@H](C(C)C)NP(=O)(C1=CC=CC=C1)C1=CC=CC=C1 (S)-N-(1-(4-(2-benzoylhydrazine-1-carbonyl)phenyl)-2-methylpropyl)-P,P-diphenylphosphinic amide